(S)-tert-butyl (5-oxo-1-((2-(trimethylsilyl)ethoxy)methyl)-4,5,6,7-tetrahydro-1H-pyrazolo[3,4-b][1,4]oxazepin-6-yl)carbamate O=C1NC2=C(OC[C@@H]1NC(OC(C)(C)C)=O)N(N=C2)COCC[Si](C)(C)C